FC=1OCOC1Cl 4-fluoro-5-chloro-1,3-dioxole